3-nitro-1,2-dimethylbenzene [N+](=O)([O-])C=1C(=C(C=CC1)C)C